N([C@@H](CCCNC(N)=N)C(=O)O)[NH2+]CC(=O)O argininoglycinium